ethyl (R)-1-(7-chloro-1-(isopropylamino)-2,6-naphthyridin-3-yl)benzoate ClC1=NC=C2C=C(N=C(C2=C1)NC(C)C)[C@@]1(C(=O)OCC)CC=CC=C1